CC(C)(C(C)(NC([O-])=O)C)NC([O-])=O 2,3-dimethylbutane-2,3-diyldicarbamate